4-((1r,3r)-3-(dimethylamino)cyclobutoxy)-3-(trifluoromethyl)aniline CN(C1CC(C1)OC1=C(C=C(N)C=C1)C(F)(F)F)C